methyl 5-[4-(tert-butoxycarbonyl)piperazin-1-yl]-2-(2-methoxyethoxy)quinoline-8-carboxylate C(C)(C)(C)OC(=O)N1CCN(CC1)C1=C2C=CC(=NC2=C(C=C1)C(=O)OC)OCCOC